1-(4-((5-(3,5-Dimethylisoxazol-4-yl)-2-methylphenyl)(2-(1-(2-(2,6-dioxopiperidin-3-yl)-6-fluoro-1,3-dioxoisoindol-5-yl)azetidin-3-yl)ethyl)amino)phenyl)cyclopropane-1-carbonitrile CC1=NOC(=C1C=1C=CC(=C(C1)N(C1=CC=C(C=C1)C1(CC1)C#N)CCC1CN(C1)C=1C=C2C(N(C(C2=CC1F)=O)C1C(NC(CC1)=O)=O)=O)C)C